BrC1=C(N=C(C2=CC=CC=C12)O)C1=C(C=CC=C1)Br 4-bromo-3-(2-bromophenyl)isoquinolin-1-ol